ClC1=C(C(=CC=C1Cl)O)C1CC(N(C1)CCCNS(=O)(=O)C)=O N-(3-(4-(2,3-dichloro-6-hydroxyphenyl)-2-oxopyrrolidin-1-yl)propyl)methanesulfonamide